ClC1=C(C=CC(=C1)F)C1=CC(OC2=CC(=CC=C12)NCCC(=O)O)=O 3-((4-(2-chloro-4-fluorophenyl)-2-oxo-2H-chromen-7-yl)amino)propanoic acid